5-chloro-3-fluoro-2-[4-[[(1s,3r)-3-hydroxycyclohexyl]amino]pyrido[3,4-d]pyridazin-1-yl]phenol ClC=1C=C(C(=C(C1)O)C1=C2C(=C(N=N1)N[C@@H]1C[C@@H](CCC1)O)C=NC=C2)F